C(C(=C)C)(=O)OCC1CCCO1 Tetrahydrofurfuryl methacrylat